ClC=1C=C(C(=O)N[C@@H](C)C2=NC=NN2C2=NC=C(C=N2)N=S(=O)(C)C)C=C(C1)OCC(F)(F)F (S)-3-chloro-N-(1-(1-(5-((dimethyl(oxo)-λ6-sulfaneylidene)amino)pyrimidin-2-yl)-1H-1,2,4-triazol-5-yl)ethyl)-5-(2,2,2-trifluoroethoxy)benzamide